(2E,4E)-N-((2S,3R)-3-hydroxy-1-(((5S,8S,10S,E)-10-hydroxy-5-methyl-2,7-dioxo-1,6-diazacyclododec-3-en-8-yl)amino)-1-oxobutan-2-yl)-10-phenyldeca-2,4-dienamide O[C@@H]([C@@H](C(=O)N[C@@H]1C(N[C@H](/C=C/C(NCC[C@@H](C1)O)=O)C)=O)NC(\C=C\C=C\CCCCCC1=CC=CC=C1)=O)C